ClC1=CC=C(C=C1)N1N=C(C=C1)O 1-(4-chlorophenyl)-3-hydroxy-1H-pyrazole